ClC=1C(=C(C=O)C=C(C1)C1=NC(=CC=C1NC(C)C=1C=C(C=C2C(C(=C(OC12)C(C)C)C)=O)C)Cl)O 3-chloro-5-[6-chloro-3-[1-(2-isopropyl-3,6-dimethyl-4-oxo-chromen-8-yl)ethylamino]-2-pyridyl]-2-hydroxy-benzaldehyde